BrC=1C=C(C(=O)OC)C=CC1/C=N/O methyl 3-bromo-4-[(1E)-(hydroxyimino)methyl]benzoate